O[C@H](C(=O)NCC1=NC=CC=C1)[C@@H](CC1=CC=CC=C1)NC(C(C)(N1N=CC(=C1)C1=CC=CC=C1)C)=O (2S,3R)-2-hydroxyl-3-(2-methyl-2-(4-phenyl-1H-pyrazol-1-yl)propionamido)-4-phenyl-N-(pyridin-2-ylmethyl)butyramide